FC(C1=CC(OC2=C1C=CC=C2)=O)(F)F 4-(trifluoromethyl)-2H-benzopyran-2-one